NC1=C2C(=C3C(=N1)C=C(S3)Br)N(C(=N2)CN2C(CCC2)=O)C ((4-amino-7-bromo-1-methyl-1H-imidazo[4,5-d]thieno[3,2-b]pyridin-2-yl)methyl)pyrrolidin-2-one